tert-Butyl 4-(5-((6-(3,5-dichlorophenyl)-4-((4-(2-methoxy-2-oxoethyl)piperidin-1-yl)methyl)pyridin-2-yl)oxy)pyrimidin-2-yl)-1,4-diazepane-1-carboxylate ClC=1C=C(C=C(C1)Cl)C1=CC(=CC(=N1)OC=1C=NC(=NC1)N1CCN(CCC1)C(=O)OC(C)(C)C)CN1CCC(CC1)CC(=O)OC